COC(=O)C=1SC(=CC1N)C1=C(C=C(C=C1)F)Cl 3-amino-5-(2-chloro-4-fluorophenyl)thiophene-2-carboxylic acid methyl ester